CNC(=O)CC[C@@H](C(=O)[O-])[NH3+] The molecule is the amino acid zwitterion arising from transfer of a proton from the carboxy to the amino group of N(5)-methyl-L-glutamine; major species at pH 7.3. It is a tautomer of a N(5)-methyl-L-glutamine.